Methyl (2R)-2-([5-(3-cyclopropoxyphenyl)-1-(1-methyl-1H-indazol-7-yl)-1H-pyrazol-3-yl]methoxy)-2-methylbutanoate C1(CC1)OC=1C=C(C=CC1)C1=CC(=NN1C=1C=CC=C2C=NN(C12)C)CO[C@@](C(=O)OC)(CC)C